C(C)(C)(C)OC(=O)N1CC(C1)OC1=NC=CC=C1C=1C=NN2C1N=C(C=C2)N2CCNCC2 tert-Butyl-3-[[3-(5-piperazin-1-ylpyrazolo[1,5-a]pyrimidin-3-yl)-2-pyridyl]oxy]azetidine-1-carboxylate